2,4,6-tris[p-(2-ethylhexyloxycarbonyl)anilino]-1,3,5-triazine C(C)C(COC(=O)C1=CC=C(NC2=NC(=NC(=N2)NC2=CC=C(C=C2)C(=O)OCC(CCCC)CC)NC2=CC=C(C=C2)C(=O)OCC(CCCC)CC)C=C1)CCCC